FC(C=1N=C(OC1C(=O)N1[C@H](C2=C(CC1)NC=N2)C2=NN1C(C(=CC=C1)F)=C2)C=2N=CN(C2)C)F (R)-(4-(difluoromethyl)-2-(1-methyl-1H-imidazol-4-yl)oxazol-5-yl)(4-(4-fluoropyrazolo[1,5-a]pyridin-2-yl)-6,7-dihydro-1H-imidazo[4,5-c]pyridin-5(4H)yl)methanone